2,4-dimethoxy-6-methylisophthalaldehyde COC1=C(C=O)C(=CC(=C1C=O)OC)C